(R)-5-amino-3-(2-(4-(5-(2,3-dihydroxypropoxy)-2,4-difluorophenyl)piperazin-1-yl)ethyl)-8-(furan-2-yl)thiazolo[5,4-e][1,2,4]triazolo[1,5-c]pyrimidin-2(3H)-one NC1=NC2=C(C=3N1N=C(N3)C=3OC=CC3)SC(N2CCN2CCN(CC2)C2=C(C=C(C(=C2)OC[C@@H](CO)O)F)F)=O